N=1C=2N(C=CC1N1CCC(CC1)CC(=O)NC(C1CCCCC1)C1CCCCC1)C1=C(N2)C=CC=C1 2-(1-(benzo[4,5]imidazo[1,2-a]pyrimidin-2-yl)piperidin-4-yl)-N-(dicyclohexylmethyl)acetamide